FC=1C(=CC(=C2C=C(NC12)C(=O)N1CCCC1)C1=CC=C(C=C1)N1CCNCC1)[C@@H]1CN(CCC1)C(CCN1N=CC=C1)=O (R)-1-(3-(7-fluoro-4-(4-(piperazin-1-yl)phenyl)-2-(pyrrolidine-1-carbonyl)-1H-indol-6-yl)piperidin-1-yl)-3-(1H-pyrazol-1-yl)propan-1-one